C(C)OC(C1=C(C(=C(C=C1)SC)C=O)C)=O 3-formyl-2-methyl-4-(methylthio)benzoic acid ethyl ester